FC1=C(C=CC=2OCCOC21)C=2NC(C=1N(C2)N=C(C1)C(=O)O)=O 6-(5-Fluoro-2,3-dihydro-1,4-benzodioxin-6-yl)-4-oxo-4,5-dihydropyrazolo[1,5-a]pyrazine-2-carboxylic acid